(1s,3s)-3-(5-chlorobenzo[d]thiazol-4-yl)cyclobutan-1-ol ClC=1C=CC2=C(N=CS2)C1C1CC(C1)O